P(O)(=O)(OP(=O)(O)OP(=O)(O)O)OC[C@@H]1[C@H]([C@H]([C@@H](O1)N1C=[N+](C=2C(=O)NC(N)=NC12)C)O)O 7-methyl-guanosine-5'-triphosphate